9-((4'-(2-(dimethylamino)ethyl)-[1,1'-biphenyl]-4-yl)methyl)-2-(2-isopropylphenyl)-7-methyl-7,9-dihydro-8H-purin-8-one CN(CCC1=CC=C(C=C1)C1=CC=C(C=C1)CN1C2=NC(=NC=C2N(C1=O)C)C1=C(C=CC=C1)C(C)C)C